((2s,5s,6r)-5-hydroxy-4-methylene-6-vinyltetrahydro-2H-pyran-2-yl)acetic acid 2,5-dioxopyrrolidin-1-yl ester O=C1N(C(CC1)=O)OC(C[C@H]1O[C@@H]([C@H](C(C1)=C)O)C=C)=O